C(CCC)C1C(=NN(C1(C(=O)NCCCC(CO)(C)C)C)C1=C(C=C(C=C1)F)F)C1=CC=C(C=C1)F 4-butyl-1-(2,4-difluorophenyl)-3-(4-fluorophenyl)-N-(5-hydroxy-4,4-dimethylpentyl)-5-methyl-4,5-dihydro-1H-pyrazole-5-carboxamide